C(C)(C)(C)OC(=O)N1CC2C(CC1)CNC2 Octahydro-5H-pyrrolo[3,4-c]pyridine-5-carboxylic acid tert-butyl ester